C(C1=CC=CC=C1)N1C(OC[C@H]1CO)=O (R)-3-benzyl-4-(hydroxymethyl)oxazolidin-2-one